(3-(2-Cyclopropylthiazol-5-yl)phenyl((trans-4-(3-fluoro-1-methyl-1H-indazol-5-yl)cyclohexyl)methyl)carbamoyl)-cyclohexyl methylcarbamate CNC(OC1(CCCCC1)C(N(C[C@@H]1CC[C@H](CC1)C=1C=C2C(=NN(C2=CC1)C)F)C1=CC(=CC=C1)C1=CN=C(S1)C1CC1)=O)=O